4-(trifluoromethyl)benzene-1,2-diamine FC(C=1C=C(C(=CC1)N)N)(F)F